ClC=1C(=NC(=NC1)NC1CCC(CC1)C(=O)NC)C=1C=NN(C1)C1=CNC(C=C1)=O 4-((5-chloro-4-(1-(6-oxo-1,6-dihydropyridin-3-yl)-1H-pyrazol-4-yl)pyrimidin-2-yl)amino)-N-methylcyclohexane-1-carboxamide